C(C)C(COP(=O)(OCC(CCCC)CC)[O-])CCCC Bis(2-ethylhexyl)phosphate